BrC=1C=C2C(=CCOC2=C(C1)C)SC 6-bromo-8-methyl-4-(methylthio)chromene